(S)-4-(6-(2,5-bis(trifluoromethyl)phenyl)-2-((pyrrolidin-3-ylmethyl)amino)quinazolin-4-yl)-2-fluorobenzonitrile FC(C1=C(C=C(C=C1)C(F)(F)F)C=1C=C2C(=NC(=NC2=CC1)NC[C@@H]1CNCC1)C1=CC(=C(C#N)C=C1)F)(F)F